C(C1=CC=CC=C1)[C@@H]1N(C(OC1)=O)C1=CC(=CC(=N1)C(C)NC=1C(=NC(=CC1)C(F)(F)F)C(=O)O)C 3-((1-(6-((S)-4-Benzyl-2-oxooxazolidin-3-yl)-4-methylpyridin-2-yl)ethyl)amino)-6-(trifluoromethyl)picolinic acid